ClC=1C(=NC=CC1C1=C(C(=CC=C1)NC1=C(C(=CC=C1)CN1CC(C1)COC)F)Cl)C1=CC(=C(CNCC2CCC(N2)=O)C=C1)OC 5-(((4-(3-chloro-4-(2-chloro-3-((2-fluoro-3-((3-(methoxymethyl)azetidin-1-yl)methyl)phenyl)amino)phenyl)pyridin-2-yl)-2-methoxybenzyl)amino)methyl)pyrrolidin-2-one